methyl (S)-2-(2,6-difluoro-4-((R)-3-(trifluoromethyl)morpholino) benzamido)-3-(8-(1-methyl-2-oxo-1,2-dihydroquinolin-3-yl)imidazo[1,2-a]pyridin-5-yl)propanoate FC1=C(C(=O)N[C@H](C(=O)OC)CC2=CC=C(C=3N2C=CN3)C=3C(N(C2=CC=CC=C2C3)C)=O)C(=CC(=C1)N1[C@H](COCC1)C(F)(F)F)F